BrC1=CC2=CN(N=C2C=C1OC)C1CCC(CC1)(CO)NC(CCl)=O N-(4-(5-bromo-6-methoxy-2H-indazol-2-yl)-1-(hydroxymethyl)cyclohexyl)-2-chloroacetamide